C(C)C(C(=O)O)(CCC)CC 2,2-diethylvaleric acid